(Z)-2-(4-((1-(2-(2,6-dioxopiperidin-3-yl)-1,3-dioxoisoindol-5-yl)piperidin-4-yl)methyl)piperazin-1-yl)-N-(5-((5-fluoro-2-oxoindole-3-ylidene)methyl)-4-methyl-1H-pyrrol-3-yl)acetamide O=C1NC(CCC1N1C(C2=CC=C(C=C2C1=O)N1CCC(CC1)CN1CCN(CC1)CC(=O)NC1=CNC(=C1C)\C=C\1/C(NC2=CC=C(C=C12)F)=O)=O)=O